(Z)-3-(2-(5-cyclohexyl-4-methylpent-4-en-2-yl)-1,3-dioxolan-4-yl)-1-phenylpropan-1-one C1(CCCCC1)\C=C(/CC(C)C1OCC(O1)CCC(=O)C1=CC=CC=C1)\C